CC1C(N(C2CC1C2)C(=O)C2=NC(=CC=C2N2N=CC=N2)C)CNC=2N=CC1=CC=CC=C1C2 cis-N-({4-Methyl-2-[6-methyl-3-(2H-1,2,3-triazol-2-yl)pyridin-2-carbonyl]-2-azabicyclo[3.1.1]heptan-3-yl}methyl)isochinolin-3-amin